(trans)-4-{2-[N-(2-cyclopropyl-4-iodo-5-methylphenyl)but-2-ynamido]-7-oxo-5H-pyrrolo[3,4-b]pyridin-6-yl}cyclohexane-1-carboxylic acid C1(CC1)C1=C(C=C(C(=C1)I)C)N(C(C#CC)=O)C1=CC=C2C(=N1)C(N(C2)[C@@H]2CC[C@H](CC2)C(=O)O)=O